N(=[N+]=[N-])C1CN(C2=CC=C(C=C12)C(C)(C)C)S(=O)(=O)C1=CC=C(C=C1)C 3-azido-5-(tert-butyl)-1-(4-methylbenzenesulfonyl)indoline